(R)-alpha-methyl-4-methoxyphenethylamine hydrochloride Cl.C[C@H](CC1=CC=C(C=C1)OC)N